N-([1-[(3-fluorophenyl)methyl]cyclobutyl]methyl)-6-hydroxypyrazine-2-carboxamide HCL salt Cl.FC=1C=C(C=CC1)CC1(CCC1)CNC(=O)C1=NC(=CN=C1)O